2-amino-4-(cyclopentylmethyl-amino)-6-(2-furyl)pyrimidine-5-carboxylic acid NC1=NC(=C(C(=N1)NCC1CCCC1)C(=O)O)C=1OC=CC1